di(1-methylheptyl) methylphosphonate CP(OC(CCCCCC)C)(OC(CCCCCC)C)=O